CC1=NC(=CC=C1S(=O)(=O)N1C[C@@H]2CN(C[C@@H]2C1)C1CCOCC1)C(F)(F)F (3aR,6aS)-2-((2-Methyl-6-(trifluoromethyl)pyridin-3-yl)sulfonyl)-5-(tetrahydro-2H-pyran-4-yl)octahydropyrrolo[3,4-c]pyrrole